5-hydroxy-2,2-dimethyl-benzo[1,3]dioxin-4-one OC1=CC=CC2=C1C(OC(O2)(C)C)=O